C(CCCC)C=1C(=C(C=CC1)O)[N+](=O)[O-] Pentylnitrophenol